C(C)(C)(C)OC(=O)N(C(OC(C)(C)C)=O)C1=C(C=NC=C1F)C#CCNC(=O)OC(C)(C)C tert-butyl (tert-butoxycarbonyl)(3-(3-((tert-butoxycarbonyl)amino) prop-1-yn-1-yl)-5-fluoropyridin-4-yl)carbamate